dioctylphosphate C(CCCCCCC)OP(=O)(OCCCCCCCC)[O-]